C[Si](C=1C=C(C=C(C1)OCCO)OCCO)(C)C 2,2'-((5-(trimethylsilyl)-1,3-phenylene)bis(oxy))bis(ethane-1-ol)